CC1=CN=C2N1N=C(C=C2)C2=CNC=1N=C(N=CC12)NCC1(CC1)C(F)(F)F 5-(3-methylimidazo[1,2-b]pyridazin-6-yl)-N-((1-(trifluoromethyl)cyclopropyl)methyl)-7H-pyrrolo[2,3-d]pyrimidin-2-amine